C(C)OC(CCN(SN(C(=O)O\N=C/CSC)C)CC1=CC=CC=C1)=O ethyl-(Z)-N-benzyl-N-([methyl(methylthioethylideneamino-oxycarbonyl)amino]thio)-β-alaninate